FC=1C=C(C(=C(C1)C=1C2=C(N=CN1)NC(=C2)C=2CCN(CC2)C(=O)N(C)C)C)NC(=O)C=2SC1=C(C2)CC(CC1)C 4-[4-[5-fluoro-2-methyl-3-[(5-methyl-4,5,6,7-tetrahydro-1-benzothiophene-2-carbonyl)amino]phenyl]-7H-pyrrolo[2,3-d]pyrimidin-6-yl]-N,N-dimethyl-3,6-dihydro-2H-pyridine-1-carboxamide